4-amino-N-(4-(4,4-difluoropiperidin-1-yl)-6-methylpyrimidin-2-yl)-2-fluoro-6-(6-azaspiro[2.5]octan-6-yl)benzamide NC1=CC(=C(C(=O)NC2=NC(=CC(=N2)N2CCC(CC2)(F)F)C)C(=C1)N1CCC2(CC2)CC1)F